C(CC1=C(C(=CC(=C1)C(C)(C)C)C(C)(C)C)O)C1=C(C(=CC(=C1)C(C)(C)C)C(C)(C)C)O ethylene-bis[4,6-di-tert-butylphenol]